N\C(=C(/C(=O)[O-])\C1=C(C(=CC=C1)OC)F)\C (Z)-3-amino-2-(2-fluoro-3-methoxyphenyl)-2-butenoate